(2R,3R,4S,5S,6S)-2-((S)-2-((((9H-fluoren-9-yl)methoxy)carbonyl)amino)-3-(benzyloxy)-3-oxopropoxy)-6-(methoxycarbonyl)tetrahydro-2H-pyran-3,4,5-triyl triacetate C(C)(=O)O[C@H]1[C@@H](O[C@@H]([C@H]([C@@H]1OC(C)=O)OC(C)=O)C(=O)OC)OC[C@@H](C(=O)OCC1=CC=CC=C1)NC(=O)OCC1C2=CC=CC=C2C=2C=CC=CC12